tricetyl-stearyl alcohol C(CCCCCCCCCCCCCCC)C(CCCCCCCCCCCCCCCCCO)(CCCCCCCCCCCCCCCC)CCCCCCCCCCCCCCCC